CN1C(=NN=C1C1=CC=CC=C1)SC(C(=O)C1=CC=CC=C1)C 2-((4-methyl-5-phenyl-4H-1,2,4-triazol-3-yl)thio)-1-phenylpropan-1-one